C(#N)C1(CC1)C=1C=C(C(=NC1)NCC=1SC(=CC1C(=O)OC)C(C(F)(F)F)(F)F)S(=O)(=O)C methyl 2-[[[5-(1-cyanocyclopropyl)-3-methylsulfonyl-2-pyridyl]amino]methyl]-5-(1,1,2,2,2-pentafluoroethyl)thiophene-3-carboxylate